N-(2-Fluoro-2-methylpropyl)-4-methoxy-5-(pyrazolo[1,5-a]pyrimidin-5-yl)-7H-pyrrolo[2,3-d]pyrimidin-2-amine FC(CNC=1N=C(C2=C(N1)NC=C2C2=NC=1N(C=C2)N=CC1)OC)(C)C